N,N-dimethyl-1,4-phenylenediamine sulphate S(=O)(=O)(O)O.CN(C1=CC=C(C=C1)N)C